The molecule is an amino trisaccharide consisting of alpha-L-fucopyranose, 3-deoxy-beta-D-xylo-hexopyranose and 2-acetamido-2-deoxy-beta-D-glucopyranose residues joined in sequence by (1->2) and (1->3) glycosidic bonds. It is an amino trisaccharide and a member of acetamides. C[C@H]1[C@H]([C@H]([C@@H]([C@@H](O1)O[C@@H]2C[C@H]([C@H](O[C@H]2O[C@@H]3[C@H]([C@@H](O[C@@H]([C@H]3O)CO)O)NC(=O)C)CO)O)O)O)O